N1=C2C(=NC=C1)N=CC=C2N2CCC(CC2)CO (1-(pyrido[2,3-b]pyrazin-8-yl)piperidin-4-yl)methanol